methyl 3-(3-(2-bromoacetyl)-3-methyl-2,3-dihydrobenzofuran-7-yl)propanoate BrCC(=O)C1(COC2=C1C=CC=C2CCC(=O)OC)C